N-(6-chlorobenzothiazol-2-yl)-4-morpholinobenzamide ClC1=CC2=C(N=C(S2)NC(C2=CC=C(C=C2)N2CCOCC2)=O)C=C1